IC1=NN(C=2C[C@@H](CCC12)C(=O)O)C(C)C (R)-3-iodo-1-isopropyl-4,5,6,7-tetrahydro-1H-indazole-6-carboxylic acid